5-(cyclopropylethynyl)-6-(1,1-difluoroethyl)pyridin-3-amine C1(CC1)C#CC=1C=C(C=NC1C(C)(F)F)N